3-[5,7-difluoro-2-(4-fluorophenyl)-1H-indol-3-yl]-N-[(1S)-2,2,2-trifluoro-1-(hydroxymethyl)ethyl]butanamide FC=1C=C2C(=C(NC2=C(C1)F)C1=CC=C(C=C1)F)C(CC(=O)N[C@H](C(F)(F)F)CO)C